6-bromo-7-(trifluoromethyl)-1,3-dihydroimidazo[1,2-a]pyrimidine-2,5-dione BrC1=C(N=C2N(C1=O)CC(N2)=O)C(F)(F)F